FC1=C(C=CC=C1)F 1,2-Difluorobenzene